COCC1CCC(CC1)C1=NC2=CC=C(C=C2C=C1)CO (2-(4-(methoxymethyl)cyclohexyl)quinolin-6-yl)methanol